(13R)-13-methyl-4-(morpholin-4-yl)-7,14-dioxa-10,19,20-triazatetracyclo[13.5.2.12,6.018,21]tricosa-1(20),2(23),3,5,15,17,21-heptaen-9-one C[C@@H]1CCNC(COC2=CC(=CC(C3=NNC4=CC=C(O1)C=C34)=C2)N2CCOCC2)=O